N-[(6-Amino-2-pyridyl)sulfonyl]-6-(3-fluoro-4-methylphenyl)-2-[(4S)-2,2,4-trimethylpyrrolidin-1-yl]pyridin-3-carboxamid NC1=CC=CC(=N1)S(=O)(=O)NC(=O)C=1C(=NC(=CC1)C1=CC(=C(C=C1)C)F)N1C(C[C@@H](C1)C)(C)C